C(C)(C)(C)OC(=O)N[C@H](C(=O)OC(C)(C)C)CC1=CC(=C(C(=C1)F)C#N)F tert-butyl (S)-2-((tert-butoxycarbonyl)amino)-3-(4-cyano-3,5-difluorophenyl)propanoate